C[C@]12CC3(CC(C[C@@](C1)(C3)C)C2)NC(NC2=CC=C(C(=O)N3CC(CCC3)C(=O)N(C)C)C=C2)=O 1-(4-{3-[(1r,3R,5S,7r)-3,5-dimethyladamantan-1-yl]ureido}benzoyl)-N,N-dimethylpiperidine-3-carboxamide